ClC=1C=C2C(=C(C=NC2=CC1)C=1CCOCC1)NC1=C(C(=O)OC)C=C(C=C1)F methyl 2-[[6-chloro-3-(3,6-dihydro-2H-pyran-4-yl)-4-quinolyl]amino]-5-fluoro-benzoate